N-(2,2-difluoro-3beta,7beta-dihydroxy-5beta-cholan-24-oyl)1,1-dioxotetrahydro-2H-thiopyran-3-ylamine FC1([C@@H](C[C@H]2C[C@@H]([C@H]3[C@@H]4CC[C@H]([C@@H](CCC(=O)NC5CS(CCC5)(=O)=O)C)[C@]4(CC[C@@H]3[C@]2(C1)C)C)O)O)F